N-(3-fluoropyridin-2-yl)-3-(4-methylpyridin-2-yl)-1,2,4-thiadiazol-5-amine FC=1C(=NC=CC1)NC1=NC(=NS1)C1=NC=CC(=C1)C